C(C1=CC=CC=C1)OC(N[C@H]1[C@H]([C@@H]2CC[C@H](C1)N2C=2N(C(C1=C(N2)NC=C1C1=C(C2=CN(N=C2C=C1)C)Cl)=O)C)F)=O |r| rac-((1s,2r,3r,5r)-8-(5-(4-chloro-2-methyl-2H-indazol-5-yl)-3-methyl-4-oxo-4,7-dihydro-3H-pyrrolo[2,3-d]pyrimidin-2-yl)-2-fluoro-8-azabicyclo[3.2.1]oct-3-yl)carbamic acid benzyl ester